ClC=1C=C2C=NNC2=C(C1)C(=O)N1[C@@H]2C[C@@H]2C[C@@H]1C(=O)N[C@@H](C1=C(C=C(C(=C1)F)C(F)(F)F)F)C1CC1 (1R,3R,5R)-2-(5-chloro-1H-indazole-7-carbonyl)-N-((R)-cyclopropyl-(2,5-difluoro-4-(trifluoromethyl)phenyl)methyl)-2-azabicyclo[3.1.0]hexane-3-carboxamide